2-[4-({[(2S)-pyrrolidin-2-yl]methyl}amino)phthalazin-1-yl]-5-(trifluoromethyl)phenol N1[C@@H](CCC1)CNC1=NN=C(C2=CC=CC=C12)C1=C(C=C(C=C1)C(F)(F)F)O